tert-Butyl(6-((3-((2-chloro-5-((methyl-d3)carbamoyl)pyridin-4-yl)amino)-4-methoxy-5-(1-Methyl-1H-1,2,4-triazol-3-yl)phenethoxy)methyl)pyridin-2-yl)carbamate C(C)(C)(C)OC(NC1=NC(=CC=C1)COCCC1=CC(=C(C(=C1)C1=NN(C=N1)C)OC)NC1=CC(=NC=C1C(NC([2H])([2H])[2H])=O)Cl)=O